COC1=CC=C(C=C1)C(OC[C@H]1O[C@H]([C@@H]([C@@H]1O)O[Si](C)(C)C(C)(C)C)N1N=NC2=C1C=CC=C2[N+](=O)[O-])(C2=CC=CC=C2)C2=CC=C(C=C2)OC (2R,3R,4R,5R)-2-((bis(4-methoxyphenyl)(phenyl)methoxy)methyl)-4-((tert-butyldimethylsilyl)oxy)-5-(4-nitro-1H-benzo[d][1,2,3]triazol-1-yl)tetrahydrofuran-3-ol